C(C)(=O)C=1NC(C=2SC(=C3OCCCC1C32)Br)=O 7-acetyl-2-bromo-12-oxa-3-thia-6-azatricyclo[6.4.1.04,13]trideca-1,4(13),7-trien-5-one